1-(isobutyryloxy)-2,2,4-trimethylpentan-3-yl hydrogencarbonate C(O)(OC(C(COC(C(C)C)=O)(C)C)C(C)C)=O